N-(2-hydroxy-3,5-dimethylisonicotinyl)-O-((1R,3R)-3-(2-(5,6,7,8-tetrahydro-1,8-naphthyridin-2-yl)ethyl)cyclobutyl)-L-homoserine OC=1C(=C(CN[C@@H](CCOC2CC(C2)CCC2=NC=3NCCCC3C=C2)C(=O)O)C(=CN1)C)C